1-(p-tolyl)buta-2,3-dien-1-ol C1(=CC=C(C=C1)C(C=C=C)O)C